3-FLUORO-2-METHYLPHENYLBORONIC ACID FC=1C(=C(C=CC1)B(O)O)C